BrC=1C=C(C(=NC1)OC1CC(C1)N(C)C)NS(=O)(=O)C1=CC=CC=C1 N-(5-Bromo-2-(3-(dimethylamino)cyclobutoxy)pyridin-3-yl)benzenesulfonamide